3-[5-(11-aminoundecyl)-3-methyl-2-oxo-benzimidazol-1-yl]piperidine-2,6-dione NCCCCCCCCCCCC1=CC2=C(N(C(N2C)=O)C2C(NC(CC2)=O)=O)C=C1